N-((5-(tert-butyl)-2-methoxyphenyl)sulfonyl)-5-(1-methyl-1H-1,2,4-triazol-3-yl)quinoline-2-carboxamide C(C)(C)(C)C=1C=CC(=C(C1)S(=O)(=O)NC(=O)C1=NC2=CC=CC(=C2C=C1)C1=NN(C=N1)C)OC